CS(=O)(=O)C1=CC(=C(C=C1)NCC#CC=1N(C=2C=CC=C(C2C1)NC1CCC(CC1)N1CCOCC1)CCC)OC 2-{3-[(4-methanesulfonyl-2-methoxyphenyl)amino]prop-1-yn-1-yl}-1-propyl-N-[(1R,4R)-4-(morpholin-4-yl)cyclohexyl]-1H-indol-4-amine